7-Bromo-N-(4-methoxyphenyl)-1-methyl-2-oxo-quinoline-3-carboxamide BrC1=CC=C2C=C(C(N(C2=C1)C)=O)C(=O)NC1=CC=C(C=C1)OC